(2-fluoro-4-(pyrrolidin-2-yl)phenyl)imidazo[2',1':2,3]thiazolo[4,5-c]pyridine-7-carboxamide hydrochloride Cl.FC1=C(C=CC(=C1)C1NCCC1)C=1N=C2SC3=C(C=NC(=C3)C(=O)N)N2C1